7-(3-(pyridin-3-yl)phenyl)-10-hydroxybenzo[h]Quinoline N1=CC(=CC=C1)C=1C=C(C=CC1)C1=CC=C(C=2C1=CC=C1C=CC=NC21)O